C(C)(C)(C)OC(NC1[C@H]2CN(C[C@@H]1CC2)C=2SC(=NN2)C=2C=NC(=CC2NC(C)C)Cl)=O ((1r,5s,8s)-3-(5-(6-chloro-4-(isopropylamino)pyridin-3-yl)-1,3,4-thiadiazol-2-yl)-3-azabicyclo[3.2.1]oct-8-yl)carbamic acid tert-butyl ester